O=C(C(=O)NC=1C2=C(C=NC1)C=NN2)N2[C@H](CC[C@@H](C2)C)C=2C=CC1=C(N=C(S1)C(CN1CCCC1)C)C2 2-oxo-N-(1H-pyrazolo[4,3-c]pyridin-7-yl)-2-[(2R,5S)-5-methyl-2-[2-[1-methyl-2-pyrrolidin-1-yl-ethyl]-1,3-benzothiazol-5-yl]-1-piperidyl]acetamide